OC1CC(OC1)C(=O)OCC ethyl 4-hydroxyoxolane-2-carboxylate